COC1=CC=C(C=C1)C(C(=O)N1CCCC1)=C 2-(4-methoxyphenyl)-1-(pyrrolidin-1-yl)prop-2-en-1-one